2'''-(propane-1,3-diylbis(azanetriyl))tetraacetic acid C(CCN(CC(=O)O)CC(=O)O)N(CC(=O)O)CC(=O)O